CN1N=CC(=C1)C=1N=C(C=2N(C1)N=CC2)OCC2[C@H]1CN(C[C@@H]2C1)C(C=C)=O 1-((1R,5S,6r)-6-(((6-(1-methyl-1H-pyrazol-4-yl)pyrazolo[1,5-a]pyrazin-4-yl)oxy)methyl)-3-azabicyclo[3.1.1]heptan-3-yl)prop-2-en-1-one